(2S,3R)-3-(1,3-dioxoisoindolin-2-yl)pyrrolidine-1,2-dicarboxylic acid 2-benzyl 1-tert-butyl ester C(C)(C)(C)OC(=O)N1[C@@H]([C@@H](CC1)N1C(C2=CC=CC=C2C1=O)=O)C(=O)OCC1=CC=CC=C1